FC1=C(C(=O)N2[C@@H](CN(C[C@H]2C)C(=O)C2=C(C=C(C=C2)OC)F)C)C=CC(=C1F)OC ((3R,5R)-4-(2,3-difluoro-4-methoxybenzoyl)-3,5-dimethylpiperazin-1-yl)(2-fluoro-4-methoxyphenyl)methanone